D-α-methylcysteine C[C@](N)(CS)C(=O)O